C(CCCCC)OC(=O)C1=CC=CS1 5-hexyloxycarbonylthiophene